C(C=C)(=O)OCCCCCCOC=1C=C2C=CC(=CC2=CC1)C(=O)OC1=CC(=C(C=C1)OC(=O)C1=CC2=CC=C(C=C2C=C1)OCCCCCCOC(C=C)=O)C(=O)OCCCCCCCCOC1=CC=C(C=C1)C1=CC=C(C=C1)C#N [3-[8-[4-(4-cyanophenyl)phenoxy]octoxycarbonyl]-4-[6-(6-prop-2-enoyloxyhexoxy)naphthalene-2-carbonyl]oxy-phenyl] 6-(6-prop-2-enoyloxyhexoxy)naphthalene-2-carboxylate